CC1=C(C(=CC(=C1)B1OC(C(O1)(C)C)(C)C)C)NC(C)=O N-(2,6-dimethyl-4-(4,4,5,5-tetramethyl-1,3,2-dioxaborolan-2-yl)phenyl)acetamide